CC(=O)OCC1=C[C@H]2[C@H]3[C@@H]1[C@@H](OC=C3C(=O)O2)O[C@H]4[C@@H]([C@H]([C@@H]([C@H](O4)CO)O)O)O The molecule is a iridoid monoterpenoid glycoside isolated from Galium verum. It has a role as a metabolite. It is an iridoid monoterpenoid, a beta-D-glucoside, a monosaccharide derivative, an acetate ester and a gamma-lactone.